L-glycyl-glutamic acid methyl-4-[5-(3,3-difluoroazetidin-1-yl)-3-{[3-fluoro-5-(methylsulfanyl)phenyl]methoxy}pyridin-2-yl]-5-methylthiophene-2-carboxylate CC1=C(SC(=C1C1=NC=C(C=C1OCC1=CC(=CC(=C1)SC)F)N1CC(C1)(F)F)C)C(=O)O.NCC(=O)N[C@@H](CCC(=O)O)C(=O)O